C1CC12OCCN(C2)CCOC2=CC=C(C=C2)CC(=O)O [4-[2-(4-oxa-7-azaspiro[2.5]oct-7-yl)ethoxy]phenyl]acetic acid